OC(CC1=CN=C2N1C=CC=C2)(P(=O)(O)O)P(O)(O)=O (1-hydroxy-2-imidazo[1,2-a]pyridin-3-yl-1-phosphonoethyl)phosphonic acid